COC1=C(C=CC(=C1)N1CCN(CC1)S(=O)(=O)C)NC=1N=CC2=C(N1)C(=NC=C2)NCC(C)(C)C N2-(2-methoxy-4-(4-(methylsulfonyl)piperazin-1-yl)phenyl)-N8-neopentylpyrido[3,4-d]pyrimidine-2,8-diamine